spiro[5.5]undecan-3-amine-HCl Cl.C1CC(CCC12CCCCC2)N